NC1=C(C2=C(C=3N=CC=NC3C(=C2)NS(=O)(=O)C)NC1=O)C1=C2C=NNC2=C(C=C1)F N-[8-amino-7-(7-fluoro-1H-indazol-4-yl)-9-oxo-10H-pyrido[2,3-f]quinoxalin-5-yl]methanesulfonamide